FC1=C(C=CC=C1)C1=NN2C(OC(CCC2)C)=C1C(=O)OCC Ethyl 2-(2-fluorophenyl)-5-methyl-5,6,7,8-tetrahydropyrazolo[5,1-b][1,3]oxazepine-3-carboxylate